4,4-dimethoxy-2,2-bipyridine COC1(CC(=NC=C1)C1=NC=CC=C1)OC